5-ethoxy-benzofuran-2-carboxamide C(C)OC=1C=CC2=C(C=C(O2)C(=O)N)C1